C1=C2C3=C(NC2=CCC1)C=CC=C3 2,3-dihydrobenzo[b]indoline